C(C)(C)(C)NC(=O)[C@@H]1[C@]2(C)[C@@H](CC1)[C@@H]1CC=C3C=C(CC[C@]3(C)[C@H]1CC2)C(=O)O 17β-(N-tert-butyl-amino-formyl)androstane-3,5-diene-3-carboxylic acid